ClC1=NC(=CC(=C1)C=1C(=NN2C1N=C(C=C2)C(=O)N[C@@H]([C@@H](CO)O)C)C2=CC(=CC=C2)C#N)C 3-(2-Chloro-6-methyl-4-pyridyl)-2-(3-cyanophenyl)-N-[(1R,2S)-2,3-dihydroxy-1-methyl-propyl]pyrazolo[1,5-a]pyrimidine-5-carboxamide